[Si](C)(C)(C(C)(C)C)O[C@@H](C)C1=NN(N=C1)C1=C(C=C(C=N1)N)C(F)(F)F (S)-6-(4-(1-((tert-butyldimethylsilyl)oxy)ethyl)-2H-1,2,3-triazol-2-yl)-5-(trifluoromethyl)pyridin-3-amine